C1(=CC=CC=C1)P(C1=CC=CC=C1)C1=CC=CC=C1.COC=1C=C(CBr)C=C(C1OC)OC 3,4,5-trimethoxybenzyl bromide triphenylphosphine salt